N-(4-(2,5-difluorophenyl)-6-(5,5-difluorotetrahydro-2H-pyran-2-yl)pyrimidin-5-yl)-3-(methoxymethyl)isoxazole-5-carboxamide FC1=C(C=C(C=C1)F)C1=NC=NC(=C1NC(=O)C1=CC(=NO1)COC)C1OCC(CC1)(F)F